2-(1-(4-cyclohexylthiophen-2-yl)cyclopropyl)-5,6,7,8-tetrahydropyrido[4,3-d]pyrimidin-4(3H)-one C1(CCCCC1)C=1C=C(SC1)C1(CC1)C=1NC(C2=C(N1)CCNC2)=O